[7-(3-isopropyl-1,2,4-triazol-1-yl)-2,3-dihydro-1,4-benzodioxin-5-yl]methanone C(C)(C)C1=NN(C=N1)C=1C=C(C2=C(OCCO2)C1)C=O